ClC=1C(=C(C=CC1)C(C)(C)N1CCC(CC1)(C(=O)O)CC1=NC(=CC=C1F)NC1=NNC(=C1)C)F 1-(2-(3-chloro-2-fluorophenyl)-propan-2-yl)-4-((3-fluoro-6-((5-methyl-1H-pyrazol-3-yl)amino)pyridin-2-yl)methyl)piperidine-4-carboxylic acid